OC[C@H](/C=C/C1=CC=C(C=C1)C1=CC=C(C=C1)O[C@H]1[C@@H](COC1)O)N1C(=NC=C1)[C@H](C)O (trans)-4-((4'-((S,E)-4-hydroxy-3-(2-((S)-1-hydroxyethyl)-1H-imidazol-1-yl)but-1-en-1-yl)-[1,1'-biphenyl]-4-yl)oxy)tetrahydrofurane-3-ol